BrC=1C=CC2=C(C(=N[C@H](C=3N2C(=NN3)C)CO)C3=C(C=CC=C3F)F)C1Cl [(4R)-8-bromo-7-chloro-6-(2,6-difluorophenyl)-1-methyl-4H-[1,2,4]triazolo[4,3-a][1,4]benzodiazepin-4-yl]methanol